2-(4-bromopyridin-2-yl)-2-phenylacetonitrile BrC1=CC(=NC=C1)C(C#N)C1=CC=CC=C1